hydrogensulfate hydrate O.S(=O)(=O)(O)O